1-{6-[6-(methoxymethoxy)-2,7-dimethylindazol-5-yl]pyrido[2,3-b]pyrazin-2-yl}-N,N-dimethylpiperidin-4-amine COCOC=1C(=CC2=CN(N=C2C1C)C)C=1C=CC=2C(=NC=C(N2)N2CCC(CC2)N(C)C)N1